ClC=1C=C2C(=CC1Cl)NC([C@]21CN(CC1)C(=O)[C@@H]1CN[C@H](C1)CO)=O (S)-5,6-dichloro-1'-((3S,5R)-5-(hydroxymethyl)pyrrolidine-3-carbonyl)spiro[indoline-3,3'-pyrrolidin]-2-one